3-(2,6-Difluorophenyl)-3-methylbutan-2-ol FC1=C(C(=CC=C1)F)C(C(C)O)(C)C